ClC=1C=C(C=CC1F)NC(N([C@@H](C)C1=CNC(C2=CC(=CC=C12)F)=O)CCS(=O)(=O)N)=O (S)-2-(3-(3-chloro-4-fluorophenyl)-1-(1-(7-fluoro-1-oxo-1,2-dihydroisoquinolin-4-yl)ethyl)ureido)ethane-1-sulfonamide